Cl.CS(=O)(=O)C1=CC=C(C=C1)NN (4-(methylsulfonyl)phenyl)hydrazine hydrochloride